2,4-diisopropyl-cinnamic acid ethyl ester C(C)OC(C=CC1=C(C=C(C=C1)C(C)C)C(C)C)=O